C(C)OC=1C=2N(C=CC1C=1C=NNC1)N=C(N2)NC2=C(C=C(C=C2)S(=O)(=O)NC2CC1(CNC1)C2)C 4-((8-ethoxy-7-(1H-pyrazol-4-yl)-[1,2,4]triazolo[1,5-a]pyridin-2-yl)amino)-3-methyl-N-(2-azaspiro[3.3]heptan-6-yl)benzenesulfonamide